OC1=C(C=CC=C1)C1=COC2=C(C=C(C=C2C1=O)OC)OC 3-(2-hydroxyphenyl)-6,8-dimethoxy-4H-chromen-4-one